CSCCC(=O)Cl 3-(methylthio)propionyl chloride